CC1(C=2N(C3=CC=CC=C3N1)C=NN2)C 4,4-dimethyl-5H-[1,2,4]triazolo[4,3-a]quinoxaline